ethyl 4-(3-bromophenyl)sulfanyl-1,5-dimethyl-pyrrole-2-carboxylate BrC=1C=C(C=CC1)SC=1C=C(N(C1C)C)C(=O)OCC